C(CC)[P]CCC di-n-propyl-phosphorus